4-(2-(6-(2,3-dihydro-1H-inden-4-yl)-1,1-dioxido-1,2,6-thiadiazinan-2-yl)acetamido)adamantane-1-carboxamide C1CCC2=C(C=CC=C12)N1CCCN(S1(=O)=O)CC(=O)NC1C2CC3(CC(CC1C3)C2)C(=O)N